N-(2-methoxybenzyl)-1-(2,5-dimethoxy-4-iodophenyl)-2-aminopropane COC1=C(CNC(CC2=C(C=C(C(=C2)OC)I)OC)C)C=CC=C1